FC1(C(COC1)NC(=O)C1=C(OC2=C1C=C(C=C2)OCC=2N(C=CN2)C)C)F N-(4,4-difluorotetrahydrofuran-3-yl)-2-methyl-5-((1-methyl-1H-imidazol-2-yl)methoxy)benzofuran-3-carboxamide